6-(2,6-dichlorophenyl)-2-((5'-chloro-2'-methyl-2',3'-dihydro-1'H-spiro[cyclopropane-1,4'-isoquinolin]-7'-yl)amino)-8,9-dihydroimidazo[1,2-a]pyrimido[5,4-e]pyrimidin-5(6H)-one ClC1=C(C(=CC=C1)Cl)N1C=2N(C3=C(C1=O)C=NC(=N3)NC3=CC(=C1C4(CN(CC1=C3)C)CC4)Cl)CCN2